C12CN(CC(N1)C2)C=2OC1=C(N2)C(=C(C=C1C=1SC=CN1)C(C)O)OC(F)(F)F 1-(2-(3,6-diazabicyclo[3.1.1]heptan-3-yl)-7-(thiazol-2-yl)-4-(trifluoromethoxy)benzo[d]oxazol-5-yl)ethan-1-ol